3-aminopropyl(tritetradecanoxysilane) NCCC[Si](OCCCCCCCCCCCCCC)(OCCCCCCCCCCCCCC)OCCCCCCCCCCCCCC